C(C=C)CNC=1C(NC(NC1)=O)=O 5-(N-allylmethylamino)uracil